CC1=NOC(=C1C=1C=CC(=NC1)N)C (5-(3,5-dimethylisoxazol-4-yl)pyridin-2-yl)ammonia